N1=CN=C(C2=C1NC=C2)N2CCN(CC2)CC(=O)N2CCC(CC2)C(=O)NC2=CC=CC=C2 1-(2-(4-(7H-pyrrolo[2,3-d]pyrimidin-4-yl)piperazin-1-yl)acetyl)-N-phenylpiperidine-4-carboxamide